FC1(CC1)C(=O)N[C@H](C(=O)N1[C@@H](C[C@H](C1)O)C(=O)NCC1=C(OCCOCCC(=O)O)C=C(C=C1)C1=C(N=CS1)C)C(C)C 3-{2-[2-({[(2S,4R)-1-[(2S)-2-[(1-fluorocyclopropyl)formamido]-3-methylbutanoyl]-4-hydroxypyrrolidin-2-yl]formamido}methyl)-5-(4-methyl-1,3-thiazol-5-yl)phenoxy]ethoxy}propanoic acid